ClC=1C=C2C=CC(=C(C2=CC1)SC)[B] (6-chloro-1-(methylthio)naphthalen-2-yl)boron